1-((6-(difluoromethoxy)pyridin-3-yl)methyl)-5-(3-(m-tolyl)-1,2,4-oxadiazol-5-yl)pyridin-2(1H)-one FC(OC1=CC=C(C=N1)CN1C(C=CC(=C1)C1=NC(=NO1)C=1C=C(C=CC1)C)=O)F